trans-4-(((7-(Cyclopentylamino)-5-fluoro-4-oxo-3,4-dihydroquinazolin-2-yl)methyl)thio)cyclohexane-1-carboxamide C1(CCCC1)NC1=CC(=C2C(NC(=NC2=C1)CS[C@@H]1CC[C@H](CC1)C(=O)N)=O)F